(2S)-3-{bicyclo[3.1.0]hexan-2-yl}-2-({5-[(1S)-1-[(5-chloro-2-methylpyridin-3-yl)amino]ethyl]thiophen-2-yl}formamido)-N-[(1r,3r)-3-fluorocyclobutyl]propanamide C12C(CCC2C1)C[C@@H](C(=O)NC1CC(C1)F)NC(=O)C=1SC(=CC1)[C@H](C)NC=1C(=NC=C(C1)Cl)C